((1-(2-chloro-5-methylpyrimidin-4-yl)-3-methylazetidin-3-yl)methyl)carbamic acid tert-butyl ester C(C)(C)(C)OC(NCC1(CN(C1)C1=NC(=NC=C1C)Cl)C)=O